C([2H])([2H])([2H])N(C1=C(C=C(C=N1)C1=CC=C(C=O)C=C1)OC)C([2H])([2H])[2H] 4-(6-{bis[(2H3)methyl]amino}-5-methoxypyridin-3-yl)benzaldehyde